BrC=1C(=C2C(=NC1)NCC21CC1)Cl 5'-Bromo-4'-chloro-1',2'-dihydrospiro[cyclopropane-1,3'-pyrrolo[2,3-b]pyridine]